tert-butyl 3-fluoro-3-(methoxymethyl)azetidine-1-carboxylate FC1(CN(C1)C(=O)OC(C)(C)C)COC